1-Amino-4-(2-hydroxyethyl)-amino-5-chloro-2-nitrobenzene NC1=C(C(=C(C(=C1)Cl)CCO)N)[N+](=O)[O-]